C(C)[Si](CCOCC1OC1)(OC)CC diethyl(methoxy){2-[(oxiran-2-yl)methoxy]ethyl}silane